4-[4-(acryloyloxy) butoxy]-2-methylbenzoate C(C=C)(=O)OCCCCOC1=CC(=C(C(=O)[O-])C=C1)C